ClC1=CC2=C(S1)[C@@]1(C[C@@H](N[C@@H](C1)C=1N=NN(C1)C)C)OCC2(F)F (2'S,6'S,7S)-2-chloro-4,4-difluoro-2'-methyl-6'-(1-methyltriazol-4-yl)spiro[5H-thieno[2,3-c]pyran-7,4'-piperidine]